C(C)(C)(C)OC(N(C)CC1=CC(=C(C(=C1)C)Br)F)=O (4-bromo-3-fluoro-5-methylbenzyl)(methyl)carbamic acid tert-butyl ester